[N+](=[N-])=CC(CC[C@@H](C(=O)OC(C)C)NC([C@H](CC1=CNC2=CC=C(C=C12)N(C)C)O)=O)=O isopropyl (S)-6-diazo-2-((S)-3-(5-(dimethylamino)-1H-indol-3-yl)-2-hydroxypropanamido)-5-oxohexanoate